COC=1C(=C2C(=NNC2=CC1)C)N(S(=O)(=O)C=1C=NN(C1)C1=NC=CC(=C1)C(F)(F)F)C N-(5-METHOXY-3-METHYL-1H-INDAZOL-4-YL)-N-METHYL-1-(4-(TRIFLUOROMETHYL)PYRIDIN-2-YL)-1H-PYRAZOLE-4-SULFONAMIDE